((2R,6S)-2,6-Dimethylmorpholino)(1-(2-(1-(2,3-dimethylphenyl)piperidin-4-yl)-2-hydroxyethyl)-1,4,5,6-tetrahydrocyclopenta[c]pyrazol-3-yl)methanon C[C@H]1O[C@H](CN(C1)C(=O)C=1C2=C(N(N1)CC(O)C1CCN(CC1)C1=C(C(=CC=C1)C)C)CCC2)C